C(C)(C)(C)OC(=O)N1C[C@@H](CCC1)COC(=O)C=1C(=CC=CC1)C |r| (+-)-3-((toluoyloxy)methyl)piperidine-1-carboxylic acid tert-butyl ester